(E)-N-[2-(3-chlorophenyl)-2-methoxy-propyl]-3-(2-fluorophenyl)prop-2-enamide ClC=1C=C(C=CC1)C(CNC(\C=C\C1=C(C=CC=C1)F)=O)(C)OC